1-[4-amino-2-butyl-7-[4-[(dimethylamino)methyl]phenyl]sulfanyl-6-methyl-imidazo[4,5-c]pyridin-1-yl]-2-methyl-propan-2-ol NC1=NC(=C(C2=C1N=C(N2CC(C)(O)C)CCCC)SC2=CC=C(C=C2)CN(C)C)C